O=S1(N(CCC1)CC1=CC=C(CN2C(NC3=C2C=CC=C3)=O)C=C1)=O 1-(4-((1,1-dioxidoisothiazolidin-2-yl)methyl)benzyl)-1,3-dihydro-2H-benzo[d]imidazol-2-one